SC(C(=O)O)(O)C mercaptolactic acid